[4-(tert-butyl-dimethyl-siloxy)-phenyl]-(1-methyl-2-propoxy-ethyl)-phenyl-amine C(C)(C)(C)[Si](OC1=CC=C(C=C1)N(C1=CC=CC=C1)C(COCCC)C)(C)C